4-amino-N-((3R)-4-fluoro-6-(trifluoromethyl)-2,3-dihydro-1-benzofuran-3-yl)-N-methyl-1,3-dihydrofuro[3,4-c]quinoline-8-carboxamide NC1=NC=2C=CC(=CC2C2=C1COC2)C(=O)N(C)[C@H]2COC1=C2C(=CC(=C1)C(F)(F)F)F